(3,3-diphenyl)2,10-phenanthroline C1(=CC=CC=C1)C1(NC=C2C3=NC=CC=C3C=CC2=C1)C1=CC=CC=C1